CC=1NC(C=CC1)=O methyl-6-oxopyridin